1,3-bis(2,2,6,6-tetramethylpiperidin-4-yl)-2,4-ditriDecylbenzene-1,2,3,4-tetracarboxylate CC1(NC(CC(C1)C1(C(C(C(C=C1)(C(=O)[O-])CCCCCCCCCCCCC)(C(=O)[O-])C1CC(NC(C1)(C)C)(C)C)(C(=O)[O-])CCCCCCCCCCCCC)C(=O)[O-])(C)C)C